tert-butyl 6'-acetamido-1'-(4-(1,1-difluoroethyl) pyrimidin-2-yl)-1',2'-dihydrospiro[piperidine-4,3'-pyrrolo[3,2-c]pyridine]-1-carboxylate C(C)(=O)NC1=CC2=C(C=N1)C1(CN2C2=NC=CC(=N2)C(C)(F)F)CCN(CC1)C(=O)OC(C)(C)C